S(SCCN(C(OC(C)(C)C)=O)C)CCN(C(OC(C)(C)C)=O)C di-tert-butyl (disulfanediylbis(ethane-2,1-diyl))bis(methylcarbamate)